imino(4-(7-methoxy-1,6-naphthyridin-4-yl)benzyl)(methyl)-λ6-sulfanone N=S(=O)(C)CC1=CC=C(C=C1)C1=CC=NC2=CC(=NC=C12)OC